C(C1=CC=CC=C1)N1CCC(CC1)CN1CC(C1)C1=C(C(=O)N)C=CC(=C1OC)NC=1N=CC2=C(N(CC(C(N2C)=O)(F)F)C2CCCC2)N1 (1-((1-benzylpiperidin-4-yl)methyl)azetidin-3-yl)-4-((9-cyclopentyl-7,7-difluoro-5-methyl-6-oxo-6,7,8,9-tetrahydro-5H-pyrimido[4,5-b][1,4]diazepin-2-yl)amino)-3-methoxybenzamide